COC(C1=C(C(=C(C=C1)Br)Cl)C1(CC1)CN)=O 2-(1-(aminomethyl)cyclopropyl)-4-bromo-3-chlorobenzoic acid methyl ester